p-tolyl (9-methyl-5,6,8,9,10,11-hexahydro-7H-5,9:7,11-dimethanobenzo[9]annulen-7-yl)carbamate CC12CC3(CC(C4=C(C(C1)C3)C=CC=C4)C2)NC(OC2=CC=C(C=C2)C)=O